5-(trans-2-(cyclobutylamino)cyclopropyl)-N-(1-methyl-1H-pyrazol-4-yl)thiophene-3-carboxamide Hydrochloride Cl.C1(CCC1)N[C@H]1[C@@H](C1)C1=CC(=CS1)C(=O)NC=1C=NN(C1)C